OC[C@](CC(=C)C)(C)NC(OCC1=CC=CC=C1)=O Benzyl (R)-(1-hydroxy-2,4-dimethylpent-4-en-2-yl)carbamate